4-[2-[4-[4-(2,6-dioxo-3-piperidyl)-3-oxo-piperazin-1-yl]phenyl]acetyl]piperazin O=C1NC(CCC1N1C(CN(CC1)C1=CC=C(C=C1)CC(=O)N1CCNCC1)=O)=O